ClC=1C=CC2=C(CC(CC=3N2C(=NN3)N3CCN(CC3)C3=NC=CC=C3)O)C1 8-chloro-1-[4-(pyridin-2-yl)piperazin-1-yl]-5,6-dihydro-4H-[1,2,4]Triazolo[4,3-a][1]Benzazepin-5-ol